FC(C=1C=C(C=CC1)S(=O)(=O)NC1CC2(CN(C2)C(=O)N2CC3(C2)CC(C3)N3N=C(N=C3)C(F)(F)F)C1)(F)F 3-(trifluoromethyl)-N-[2-[6-[3-(trifluoromethyl)-1,2,4-triazol-1-yl]-2-azaspiro[3.3]heptane-2-carbonyl]-2-azaspiro[3.3]heptan-6-yl]benzenesulfonamide